C1=CC=CC=2C3=CC=CC=C3N(C12)C=1C=C(C=C(C1)N1C2=CC=CC=C2C=2C=CC=CC12)NC1=CC=CC=C1 3,5-bis(9H-carbazol-9-yl)-N,N-diphenylamine